O1[C@H]2[C@@H](NCC1)CN(C2)C(=O)OC(C)(C)C tert-butyl (4aS,7aR)-3,4,4a,5,7,7a-hexahydro-2H-pyrrolo[3,4-b][1,4]oxazine-6-carboxylate